C(CCC)N(CCCC)C[Si](OCC)(OCC)OCC N,N-di-n-butylaminomethyltriethoxysilane